ethyl 1,3-benzodioxole-5-carboxylate O1COC2=C1C=CC(=C2)C(=O)OCC